COC1=NC=C(C2=C1N=CN=C2)C(F)(F)F 8-methoxy-5-(trifluoromethyl)pyrido[3,4-d]pyrimidine